CC1(N2C(C=3C=CC=C4C3C1=CC=C4)=NC4=C2C=CC=C4)O 7-methyl-7H-benzo[de]benzo[4,5]imidazo[2,1-a]isoquinolin-7-ol